CN1N=CC(=C1C)C1=NN=C(O1)C(=O)N1[C@@H](C2=C(CC1)NC=N2)C2=NN1C(C=CC=C1)=C2 (S)-(5-(1,5-dimethyl-1H-pyrazol-4-yl)-1,3,4-oxadiazol-2-yl)(4-(pyrazolo[1,5-a]pyridin-2-yl)-6,7-dihydro-1H-imidazo[4,5-c]pyridin-5(4H)-yl)methanone